1-((1S)-1-(2-((1R*)-1-amino-2-(1-(trifluoromethyl)cyclopropoxy)propyl)imidazo[1,2-b]pyridazin-7-yl)-2-methoxyethyl)-5,5-difluorotetrahydropyrimidin-2(1H)-one N[C@@H](C(C)OC1(CC1)C(F)(F)F)C=1N=C2N(N=CC(=C2)[C@@H](COC)N2C(NCC(C2)(F)F)=O)C1 |o1:1|